C[CH-]C propan-2-ide